(6S)-6-Ethyl-6,7,8,9-tetrahydro-5H-pyrido[2,3-c]azepine C(C)[C@H]1CC2=C(CNC1)N=CC=C2